4-(4-((3R,5S)-3-amino-5-fluoropiperidin-1-yl)-6-chloro-8-fluoro-2-(((S)-1-methylpyrrolidin-2-yl)methoxy)quinazolin-7-yl)benzo[d]thiazol-2-amine N[C@H]1CN(C[C@H](C1)F)C1=NC(=NC2=C(C(=C(C=C12)Cl)C1=CC=CC2=C1N=C(S2)N)F)OC[C@H]2N(CCC2)C